2-azidoethyl 4-O-benzyl-2-palmitamido-2-deoxy-[(α-D-mannopyranosyl)-(1→3)]-[α-D-mannopyranosyl-(1→6)]-β-D-glucopyranoside C(C1=CC=CC=C1)O[C@H]1[C@@H]([C@H]([C@](OCCN=[N+]=[N-])(O[C@@H]1CO[C@@H]1[C@@H](O)[C@@H](O)[C@H](O)[C@H](O1)CO)[C@@H]1[C@@H](O)[C@@H](O)[C@H](O)[C@H](O1)CO)NC(CCCCCCCCCCCCCCC)=O)O